C(C)(C)(C)OC(=O)N1C[C@@H]([C@@H](CC1)OCC1CC(C1)C1=CC=CC=2NC(N(C21)C)=O)F (3s,4r)-3-fluoro-4-[[3-(3-methyl-2-oxo-1H-benzoimidazol-4-yl)cyclobutyl]methoxy]piperidine-1-carboxylic acid tert-butyl ester